(S)-3-(4-((2,5,8,11-tetraoxatridecan-13-yl)carbamoyl)phenyl)-2-(methylamino)propanoic acid COCCOCCOCCOCCNC(=O)C1=CC=C(C=C1)C[C@@H](C(=O)O)NC